tert-butyl (S)-(2-(4-((3-(4-(difluoromethoxy)-2,3-difluorophenyl)imidazo[1,2-a]pyrazin-8-yl)amino)-2-ethylbenzamido)propyl)carbamate FC(OC1=C(C(=C(C=C1)C1=CN=C2N1C=CN=C2NC2=CC(=C(C(=O)N[C@H](CNC(OC(C)(C)C)=O)C)C=C2)CC)F)F)F